5-bromo-4-fluoro-3-hydroxyisobenzofuran BrC1=C(C2=C(OC=C2C=C1)O)F